2-aminoethoxyguanidine NCCONC(=N)N